BrC1=CC(=C2C=CC3=CC=CC4=CC=C1C2=C34)Br 1,3-dibromopyrene